N1N=CC2=CC(=CC=C12)C[C@@H](CNC(C[C@@H](C1(CC1)C(F)(F)F)C=1C=NC=CC1)=O)NC(OC(C)(C)C)=O tert-butyl ((S)-1-(1H-indazol-5-yl)-3-((R)-3-(pyridin-3-yl)-3-(1-(trifluoromethyl)cyclopropyl)propanamido)propan-2-yl)carbamate